1-benzyl-3-(thiazol-2-yl)-3-(p-tolyl)pyrrolidin-2-one C(C1=CC=CC=C1)N1C(C(CC1)(C1=CC=C(C=C1)C)C=1SC=CN1)=O